NC(C(C(C(=O)O)(N)N)(N)N)C penta-aminopentanoic acid